C(#N)C=1C=C(C=C(C1)F)[C@@H](C)N[S@@](=O)C(C)(C)C (S)-N-[(1R)-1-(3-cyano-5-fluorophenyl)ethyl]-2-methylpropane-2-sulfinamide